FC1=C(C=CC(=C1)F)OC 2,4-difluoroanisole